(3-fluorophenyl)-5-phenyl-Azole-4-carboxylic acid ethyl ester C(C)OC(=O)C=1C=C(NC1C1=CC=CC=C1)C1=CC(=CC=C1)F